3-(3-(4-(hydroxymethyl)piperidin-1-yl)propyl)isobenzofuran-1(3H)-one hydrochloride Cl.OCC1CCN(CC1)CCCC1OC(C2=CC=CC=C12)=O